Cl.FC1(CNCCC1C(=O)OC)F methyl 3,3-difluoropiperidine-4-carboxylate hydrochloride